BrC=1N=C(N(C1C=1C=NC(=NC1)C1CC1)C)C1CC1 5-(4-bromo-2-cyclopropyl-1-methyl-1H-imidazol-5-yl)-2-cyclopropylpyrimidine